2-iodo-D-glucose I[C@@](C=O)(O)[C@@H](O)[C@H](O)[C@H](O)CO